COCCC1OC2=C(C1=O)C=CC=C2 (2-methoxyethyl)benzofuran-3(2H)-one